4-(1-(1,1-di(pyridin-2-yl)ethyl)-3-(2-ethynylphenyl)-1H-pyrrolo[3,2-b]pyridin-6-yl)-3,5-dimethylisoxazole N1=C(C=CC=C1)C(C)(C1=NC=CC=C1)N1C=C(C2=NC=C(C=C21)C=2C(=NOC2C)C)C2=C(C=CC=C2)C#C